Cl.Cl.FC1=CC=C(C=N1)O[C@@H]1C[C@H](C1)NC(=O)[C@@H]1CNC[C@H]1C1=CC=CC=C1 |r| (±)-trans-N-{trans-3-[(6-fluoropyridin-3-yl)oxy]cyclobutyl}-4-phenylpyrrolidine-3-carboxamide dihydrochloride